OC1=C(C(=CC=C1)O[C@H]1O[C@H]([C@H]([C@@H]([C@H]1O)O)O)CO)C(\C=C\C1=CC=C(C=C1)[N+](=O)[O-])=O (E)-1-[2-Hydroxy-6-[(2R,3R,4S,5S,6S)-3,4,5-trihydroxy-6-(hydroxymethyl)oxan-2-yl]oxyphenyl]-3-(4-nitrophenyl)prop-2-en-1-one